OCCN1CCN(CC1)CCNC=C1C(NC2=CC=C(C=C2C1=O)C1=CC=CC=C1)=O 3-(((2-(4-(2-hydroxyethyl)piperazin-1-yl)ethyl)amino)methylene)-6-phenylquinoline-2,4(1H,3H)-dione